1,2-Diphenyl-ethyl-propynylamide C1(=CC=CC=C1)C(CC1=CC=CC=C1)[N-]C#CC